ClC1=C(OC=2N=NC(=CC2C(=O)NC2=CC(=NC=C2)F)C(F)(F)F)C=CC(=C1)F 3-(2-chloro-4-fluoro-phenoxy)-N-(2-fluoro-4-pyridinyl)-6-(trifluoromethyl)pyridazine-4-carboxamide